tert-butyl (R)-(1-(bicyclo[1.1.1]pentan-1-ylamino)-4-methoxy-1-oxobutan-2-yl)carbamate C12(CC(C1)C2)NC([C@@H](CCOC)NC(OC(C)(C)C)=O)=O